methoxy-1-ethyl-1-propanesulfonate COC(CC)(S(=O)(=O)[O-])CC